FC1=CC=CC=2C(=N[C@@H](C(NC21)=O)NC(=O)C=2C(=NN1C2OCCC1)C=1C=NC=CC1)C1=CC=CC=C1 N-[(3S)-9-fluoro-2-oxo-5-phenyl-1,3-dihydro-1,4-benzodiazepine-3-yl]-2-pyridin-3-yl-6,7-dihydro-5H-pyrazolo[5,1-b][1,3]Oxazine-3-carboxamide